2,6-diiodophenol IC1=C(C(=CC=C1)I)O